[SiH3]OC(F)(F)F trifluoromethyl silyl ether